methyl (S)-2-(3-((6-(((S)-1-(4-(tert-butyl)phenyl)ethyl)carbamoyl)-1-(cyclobutylmethyl)-2-methyl-1H-indol-3-yl)methyl)-5-chlorophenoxy)propanoate C(C)(C)(C)C1=CC=C(C=C1)[C@H](C)NC(=O)C1=CC=C2C(=C(N(C2=C1)CC1CCC1)C)CC=1C=C(O[C@H](C(=O)OC)C)C=C(C1)Cl